N-(4-hydroxycyclohexyl)-3-phenethylcyclohexane-1-carboxamide OC1CCC(CC1)NC(=O)C1CC(CCC1)CCC1=CC=CC=C1